N1=NSC2=C1CC(S2)C(=O)O 5h,6h-thieno[3,2-d][1,2,3]thiadiazol-5-carboxylic acid